(1S,3R,7R,8S,8aR)-4,6-dihydroxy-8-{2-[(2R,4R)-4-hydroxy-6-oxooxan-2-yl]ethyl}-3,7-dimethyl-1,2,3,4,6,7,8,8a-octahydronaphthalen-1-yl 2,2-dimethylbutanoate CC(C(=O)O[C@H]1C[C@H](C(C2=CC([C@@H]([C@@H]([C@@H]12)CC[C@H]1OC(C[C@@H](C1)O)=O)C)O)O)C)(CC)C